1-bromo-1,1-dichloroacetone BrC(C(=O)C)(Cl)Cl